C(C)C=1C(=CC=C2C=C(C=C(C12)C1=C(C=2N=C(N=C(C2C=N1)N1CC2(CS(C2)=O)CCC1)OC[C@]12CCCN2C[C@@H](C1)F)F)O)F 6-(7-(8-ethyl-7-fluoro-3-hydroxynaphthalen-1-yl)-8-fluoro-2-(((2R,7aS)-2-fluorohexahydro-1H-pyrrolizin-7a-yl)methoxy)pyrido[4,3-d]pyrimidin-4-yl)-2-thia-6-azaspiro[3.5]nonane 2-oxide